C(C1=CC=CC=C1)N1CC(C(CC1)N1CC(C1)N1CCN(CC1)C(=O)OC(C)(C)C)(F)F tert-butyl 4-(1-(1-benzyl-3,3-difluoropiperidin-4-yl)azetidin-3-yl)piperazine-1-carboxylate